C(C)OC=O.BrC1=CCCC1 bromocyclopentene ethyl-formate